ClC=1C=C(C=O)C=CC1OCCN1CCN(CC1)S(=O)(=O)CC1=CC=CC=C1 3-chloro-4-(2-(4-toluenesulfonylpiperazin-1-yl)ethoxy)benzaldehyde